BrC1=NOC(=C1)CCC1(CCC2(OCCO2)CC1)C1=CC=CC=C1 3-Bromo-5-(2-(8-phenyl-1,4-dioxaspiro[4.5]decan-8-yl)ethyl)isoxazole